S(=O)(=O)(O)C1=CC=CC2=CC=CC=C12 sulfonaphthalen